OC=1C=C(C=C(C1O)O)CCC(=C)C 4-(3,4,5-trihydroxyphenyl)-2-methyl-1-butene